6-methoxy-5-nitro-N-(3-chloro-4-fluorophenyl)-4-trifluoromethylquinolin-2-amine COC=1C(=C2C(=CC(=NC2=CC1)NC1=CC(=C(C=C1)F)Cl)C(F)(F)F)[N+](=O)[O-]